C(C(=C)CC(=O)O)(=O)N Itaconic acid amide